(S)-N-(1-(5-([1,1'-biphenyl]-3-yl)-1,2,4-oxadiazol-3-yl)ethyl)-3-hydroxy-4-methoxypicolinamide C1(=CC(=CC=C1)C1=NC(=NO1)[C@H](C)NC(C1=NC=CC(=C1O)OC)=O)C1=CC=CC=C1